6-fluoro-1,1-dioxo-1,2-benzothiazol-3-one FC1=CC2=C(C(NS2(=O)=O)=O)C=C1